4-(3-((5-bromo((3-methyl-1-(1-methylpyrrolidin-3-yl)-1H-pyrazol-4-yl)amino)pyrimidin-4-yl)amino)propyl)-6,6-dimethyl-1,4-oxazepan-5-one BrC=1C(=NC(=NC1)NC=1C(=NN(C1)C1CN(CC1)C)C)NCCCN1CCOCC(C1=O)(C)C